5-[(2R)-2-({[(2R)-butan-2-yl]amino}methyl)-4-fluoro-6-hydroxy-2,3-dihydro-1H-indol-5-yl]-1λ6,2,5-thiadiazolidine-1,1,3-trione C[C@H](CC)NC[C@@H]1NC2=CC(=C(C(=C2C1)F)N1CC(NS1(=O)=O)=O)O